OC1(CCN(CC1)C(=O)OC(C)(C)C)C1=CN2C(=NC(=CC2=O)C=2C=C(C=3N(N2)C=C(N3)C)OC)S1 tert-butyl 4-hydroxy-4-[7-(8-methoxy-2-methyl-imidazo[1,2-b]pyridazin-6-yl)-5-oxo-thiazolo[3,2-a]pyrimidin-2-yl]piperidine-1-carboxylate